C(C1=CC=CC=C1)OC1=CC2=C([Se]C(=C2)C(CC(=O)OC)=O)C=C1OC methyl 3-(5-(benzyloxy)-6-methoxybenzo[b]selenophen-2-yl)-3-oxopropionate